BrC1=CC=C(C=C1)C=1NC2=C(CN(CC2)CC)N1 2-(4-bromophenyl)-5-ethyl-1,4,6,7-tetrahydroimidazo[4,5-c]Pyridine